ClC=1C=C(C=CC1)CCNCC[C@]1(CCOC2(CCCC2)C1)C1=NC=CC=C1 [2-(3-chlorophenyl)ethyl]({2-[(9R)-9-(pyridin-2-yl)-6-oxaspiro[4.5]decan-9-yl]ethyl})amine